COC(CN1CCN(CC1)C1=CC=C(C=C1)C1=NC=2C=CC3=C(C2C=C1)C1=C(S3)C(NC(CO1)C)=O)OC 3-(4-(4-(2,2-Dimethoxyethyl)piperazin-1-yl)phenyl)-10-methyl-10,11-dihydro-[1,4]oxazepino[7',6':4,5]thieno[3,2-f]quinolin-8(9H)-one